FC1=NC=C(C=C1)OCC1=CC(=C(C=C1)C1=NOC(=N1)C(F)(F)F)F 2-fluoro-5-({3-fluoro-4-[5-(trifluoromethyl)-1,2,4-oxadiazol-3-yl]phenyl}methoxy)pyridine